BrC(CBr)S(=O)(=O)N1CCC(CC1)C(=O)N([C@@H](C(C)C)C(=O)OC)C methyl N-(1-((1,2-dibromoethyl)sulfonyl)piperidine-4-carbonyl)-N-methyl-L-valinate